(R)-4-(difluoromethoxy)-N-(1-hydroxypropan-2-yl)-2-(4-(trifluoromethyl)phenyl)quinoline FC(OC1=C[C@@H](N(C2=CC=CC=C12)C(CO)C)C1=CC=C(C=C1)C(F)(F)F)F